3,5-di-tert-butyl-4-hydroxy-styrene C(C)(C)(C)C=1C=C(C=C)C=C(C1O)C(C)(C)C